ClCC1=NC2=C(N1CC1=C(C=CC=C1)F)C=CC=C2 2-(chloromethyl)-1-(2-fluorobenzyl)-1H-benzimidazole